[Cl-].C[N+](CC=C)(CCCCCCCCCCCCCCCCCCCCCC)C dimethyl-behenyl-allyl-ammonium chloride